(4aR,5S,6aS)-5,7-dihydroxy-4a,6a-dimethyltetradecahydro-1H-indeno[5,4-f]quinolin-2(3H)-one O[C@H]1C[C@@]2(C(CCC2C2C1[C@]1(CCC(NC1CC2)=O)C)O)C